FC1(OC(C(C1(C(C(C(F)(F)F)(F)F)(F)F)F)(F)F)(C(F)(F)F)F)F 2,2,3,4,4,5-hexafluoro-3-(heptafluoropropyl)tetrahydro-5-(trifluoromethyl)-furan